ClC=1C(=NC=C(C1)CNCC[C@]1(CCOC2(CCCC2)C1)C1=NC=CC=C1)C#N 3-chloro-5-[({2-[(9R)-9-(pyridin-2-yl)-6-oxaspiro[4.5]decan-9-yl]ethyl}amino)methyl]pyridine-2-carbonitrile